(2R)-4,4-difluoro-2-(hydroxymethyl)pyrrolidin FC1(C[C@@H](NC1)CO)F